ClC1=C(C=CC(=C1)Cl)[C@@H](C)N1N=NC2=C1N=C(N=C2C)N2CC(C2)[C@@H]2CN(CCC2)CC(=O)OCC ethyl 2-((R)-3-(1-(3-((R)-1-(2,4-dichlorophenyl)ethyl)-7-methyl-3H-[1,2,3]triazolo[4,5-d]pyrimidin-5-yl)azetidin-3-yl)piperidin-1-yl)acetate